CN1CC2CCC(C1)C2=O 3-methyl-3-azabicyclo[3.2.1]octan-8-one